methyl-(2R)-2-fluoro-5-(4-methoxyphenyl)tetrahydro-1H-pyrrolizine CC1[C@H](CN2C(CC=C12)C1=CC=C(C=C1)OC)F